C(C)OC1(CC1)C1=CC=C2C(=CC=NC2=C1)C(=O)NCC(=O)OC(C)(C)C tert-Butyl (7-(1-ethoxycyclopropyl)quinoline-4-carbonyl)glycinate